C(C)(=O)N(C(C1=CC=CC=C1)=O)C=1SC=C(N1)C N-acetyl-N-(4-methylthiazol-2-yl)benzamide